4-nitro-3-((1-(2,2,2-trifluoroethyl)azetidin-3-yl)oxy)-1-((2-(trimethylsilyl)ethoxy)methyl)-1H-pyrazole [N+](=O)([O-])C=1C(=NN(C1)COCC[Si](C)(C)C)OC1CN(C1)CC(F)(F)F